CN(C=1C=CC=2N(C3=CC=C(C=C3SC2C1)N(C)C)C(=O)Cl)C 3,7-bis(dimethylamino)-10H-phenothiazine-10-carbonyl chloride